C(#N)C=1C=C2C(=C(C(N(C2=CC1F)C)=O)C(=O)N)N1CCC(CC1)C=1OC2=C(N1)C=C(C=C2)C 6-cyano-7-fluoro-1-methyl-4-[4-(5-methyl-1,3-benzoxazol-2-yl)piperidin-1-yl]-2-oxo-1,2-dihydroquinoline-3-carboxamide